C(C)C1=NN(C(=C1)CC=1C=NN(C1)C)C 4-((3-ethyl-1-methyl-1H-pyrazol-5-yl)methyl)-1-methyl-1H-pyrazol